FC1=NC(=CC(=C1)NC1=CC=CC(=N1)C(=O)NCC(C)(C)C)F 6-[(2,6-difluoro-4-pyridyl)amino]-N-(2,2-dimethylpropyl)pyridine-2-carboxamide